racemic-imidazole N1C=NC=C1